C(#N)C=1C=NN(C1)CC(C(=O)NC1=CC(=C(C=C1)C#N)C(F)(F)F)CN1N=CC(=C1)C#N 3-(4-cyano-1H-pyrazol-1-yl)-2-((4-cyano-1H-pyrazol-1-yl)methyl)-N-(4-cyano-3-(trifluoromethyl)phenyl)propanamide